C(C)C(CN1CCC(CC1)C=1N=NN(C1)CC1=NC=C(C(=O)NN)C=C1)(CC)F 6-((4-(1-(2-ethyl-2-fluorobutyl)piperidin-4-yl)-1H-1,2,3-triazol-1-yl)methyl)nicotinic acid hydrazide